C=CCN1C(=O)C2=C3C(=C(C=C2)OC4=CC=CC=C4)C=CC=C3C1=O 4-phenoxy-N-allyl-1,8-naphthalimide